C(C)(C)(C)OC(=O)N1[C@@H](CC[C@@H]1C1=C(C(=CC=C1OC)Cl)Cl)CC#N (2s,5r)-2-(cyanomethyl)-5-(2,3-dichloro-6-methoxyphenyl)pyrrolidine-1-carboxylic acid tert-butyl ester